(R)-8-chloro-4-((3-chloro-4-fluorophenyl)amino)-6-(((4-cyanothiophen-2-yl)(1-(2-morpholinoethyl)-1H-1,2,3-triazol-4-yl)methyl)amino)quinoline-3-carbonitrile ClC=1C=C(C=C2C(=C(C=NC12)C#N)NC1=CC(=C(C=C1)F)Cl)N[C@H](C=1N=NN(C1)CCN1CCOCC1)C=1SC=C(C1)C#N